CC=1N=C2N(C=C(C=C2C#N)C2=CC3=C(C=N2)N=C(S3)NC3CC(N(C(C3)(C)C)C)(C)C)C1 2-methyl-6-{2-[(1,2,2,6,6-pentamethylpiperidin-4-yl)amino][1,3]thiazolo[4,5-c]pyridin-6-yl}imidazo[1,2-a]pyridine-8-carbonitrile